tert-butyl 2-(bis(4-methoxybenzyl)carbamoyl)-6,7-dihydropyrazolo[1,5-a]pyrazine-5(4H)-carboxylate COC1=CC=C(CN(C(=O)C2=NN3C(CN(CC3)C(=O)OC(C)(C)C)=C2)CC2=CC=C(C=C2)OC)C=C1